N-[6-(N-hydroxycarbamimidoyl)-2h,3h-furo[3,2-b]pyridin-3-yl]-2-methylpyridine-4-carboxamide ONC(=N)C=1C=C2C(=NC1)C(CO2)NC(=O)C2=CC(=NC=C2)C